CN(C1=CC=CC(=N1)S(=O)(=O)NC=1SC(=C(N1)C1=C(C=CC=C1C)C)C1=CC(=CC=C1)OCCC(C)(C)C)C 6-(dimethylamino)-N-[5-[3-(3,3-dimethylbutoxy)phenyl]-4-(2,6-dimethylphenyl)-1,3-thiazol-2-yl]pyridine-2-sulfonamide